C(CCCCCCCC)C=1C(=C(C2=CC=CC=C2C1)S(=O)(=O)[O-])CCCCCCCCC.C(CCCCCCCCCCC)[N+](C)(C)C dodecyltrimethylammonium dinonylnaphthalenesulphonate